NC=1C=C2CN(C(C2=CC1)=O)C1C(N(C(CC1)=O)CCCCCN(C1=CC(=C(C#N)C=C1)Cl)C1=C(C=CC(=C1)C=1C(=NOC1C)C)C)=O 4-((5-(3-(5-amino-1-oxoisoindol-2-yl)-2,6-dioxopiperidin-1-yl)pentyl)(5-(3,5-dimethylisoxazol-4-yl)-2-methylphenyl)amino)-2-chlorobenzonitrile